2-(5-Chloropyrazin-2-yl)-5-fluoro-7-methoxy-3,4-dihydro-1H-isoquinoline ClC=1N=CC(=NC1)N1CC2=CC(=CC(=C2CC1)F)OC